BrC=1C=C(C=O)C(=CN1)OC 2-bromo-5-methoxyisonicotinaldehyde